tert-butyl (2S,3S)-2-(3-(4-(3-(1-allyl-1H-benzo[d]imidazol-2-yl)propoxy)-3-(trifluoromethyl)phenyl)-1,2,4-oxadiazol-5-yl)-3-hydroxypyrrolidine-1-carboxylate C(C=C)N1C(=NC2=C1C=CC=C2)CCCOC2=C(C=C(C=C2)C2=NOC(=N2)[C@H]2N(CC[C@@H]2O)C(=O)OC(C)(C)C)C(F)(F)F